C(C)(C)(C)OC(=O)N(C1=NN(C2=CC=C(C=C12)NC(=O)C=1C(=NC2=CC=CC=C2C1)N1CCC(CCC1)(F)F)C(=O)OC(C)(C)C)C(=O)OC(C)(C)C tert-butyl 3-(bis(tert-butoxycarbonyl) amino)-5-(2-(4,4-difluoroazepan-1-yl) quinoline-3-carboxamido)-1H-indazole-1-carboxylate